indium-gallium-Oxide [O-2].[Ga+3].[In+3].[O-2].[O-2]